2-(6-(1-(2-fluoro-5-(trifluoromethoxy)benzyl)-1H-1,2,3-triazol-4-yl)pyridin-2-yl)-2-hydroxy-propane-1-sulfonamide FC1=C(CN2N=NC(=C2)C2=CC=CC(=N2)C(CS(=O)(=O)N)(C)O)C=C(C=C1)OC(F)(F)F